(1S,2S)-N-(1-ethyl-2-(2-methoxypyridin-3-yl)-1H-pyrrolo[2,3-c]pyridin-5-yl)-2-fluorocyclopropane-1-carboxamide C(C)N1C(=CC=2C1=CN=C(C2)NC(=O)[C@H]2[C@H](C2)F)C=2C(=NC=CC2)OC